5,6-dioctyl-1,10-phenanthroline C(CCCCCCC)C1=C2C=CC=NC2=C2N=CC=CC2=C1CCCCCCCC